NCCOCCOCCOCCOCCOCCOCCN(C(OC(C)(C)C)=O)C tert-butyl N-[2-[2-[2-[2-[2-[2-(2-aminoethoxy)ethoxy]ethoxy]ethoxy]ethoxy] ethoxy]ethyl]-N-methyl-carbamate